COC=1C=CC=C2C(=NC=NC12)N1C[C@H](CCC1)COCP(O)(O)=O (S)-(((1-(8-methoxyquinazolin-4-yl)piperidin-3-yl)methoxy)methyl)phosphonic acid